CC1(OC[C@H](O1)C1=CC=C(C=N1)NC(=O)[C@@H]1O[C@@]([C@@H]([C@@H]1C1=C(C(=C(C=C1)F)C)OCC)C)(C(F)(F)F)C)C |o1:4,15,17,18,19| rel-(2R,3R,4R,5S)-N-(6-((R*)-2,2-dimethyl-1,3-dioxolan-4-yl)pyridin-3-yl)-3-(2-ethoxy-4-fluoro-3-methylphenyl)-4,5-dimethyl-5-(trifluoromethyl)tetrahydrofuran-2-carboxamide